C(CCCCC)(=O)[C-]1C=CC=C1.[C-]1(C=CC=C1)C(CCCCC)=O.[Fe+2] 1,1'-dihexanoyl-ferrocene